tri(3,5-di(trifluoromethyl)phenyl)phosphine FC(C=1C=C(C=C(C1)C(F)(F)F)P(C1=CC(=CC(=C1)C(F)(F)F)C(F)(F)F)C1=CC(=CC(=C1)C(F)(F)F)C(F)(F)F)(F)F